3-(((2-chloro-9-(tetrahydro-2H-pyran-2-yl)-9H-purin-6-yl)amino)methyl)-4-ethyl-6-methylpyridin-2(1H)-one ClC1=NC(=C2N=CN(C2=N1)C1OCCCC1)NCC=1C(NC(=CC1CC)C)=O